Methyl Nα-((benzyloxy)carbonyl)-1-(4-oxobutanoyl-4-d)-L-tryptophanate C(C1=CC=CC=C1)OC(=O)N[C@@H](CC1=CN(C2=CC=CC=C12)C(CCC([2H])=O)=O)C(=O)OC